ClC1=C(C=C(COC2=NN=C(S2)NC(C2=C(N=CC=C2)N2CCOCC2)=O)C=C1)OC N-(5-((4-chloro-3-methoxybenzyl)oxy)-1,3,4-thiadiazol-2-yl)-2-morpholinonicotinamide